4,4,4-trifluoro-1-(4-methoxyphenyl)butane-1,3-dione FC(C(CC(=O)C1=CC=C(C=C1)OC)=O)(F)F